(5-chloropyrimidin-2-yl)-2-[(2'R,4S)-2'-fluoro-6-(1-fluorocyclopropyl)-1-oxospiro[3H-isoquinolin-4,1'-cyclopropan]-2-yl]acetamide ClC=1C=NC(=NC1)C(C(=O)N)N1C(C2=CC=C(C=C2[C@]2([C@@H](C2)F)C1)C1(CC1)F)=O